3,7-Dimethyl-6-(2-naphthyl)-4-oxo-4,5-dihydropyrazolo[1,5-a]pyrazine-2-carboxylic acid CC=1C(=NN2C1C(NC(=C2C)C2=CC1=CC=CC=C1C=C2)=O)C(=O)O